[Cl-].FC(C(=O)N(C=1C=NN(C1)C)C1CC(C1)[NH3+])(F)F 3-[2,2,2-Trifluoro-N-(1-methyl-1H-pyrazol-4-yl)acetamido]cyclobutan-1-aminium chloride